N[C@@H](C(=O)O)CNC(C1=CC(=CC(=C1)F)C=1N(C=CN1)CC)=O (R)-2-amino-3-(3-(1-ethyl-1H-imidazol-2-yl)-5-fluorobenzamido)propanoic acid